C(/C1=CC=CC=C1)=C/1\C(N/C(/C(N1)=O)=C/C=1N=CNC1C(C)(C)C)=O (3Z,6E)-3-benzylidene-6-((5-tert-butyl-1H-imidazol-4-yl)methylene)piperazine-2,5-dione